ClC=1C=CC(=C(C1)N(C(OC(C)(C)C)=O)C)NC1=NC=CC=C1Cl tert-butyl (5-chloro-2-((3-chloropyridin-2-yl)amino)phenyl)(methyl)carbamate